C(=C)S(=O)(=O)O ethenesulphonic acid